triethylene glycol n-hexyl methyl ether COCCOCCOCCOCCCCCC